NC1=C(C=CC=C1)NC(CCCCCCCCOC=1C=C(C=C2C(=NC=NC12)C)C=1C=NC(=CC1)OC)=O N-(2-aminophenyl)-9-((6-(6-methoxypyridin-3-yl)-4-methylquinazolin-8-yl)oxy)nonanamide